FC1(CCN(CC1)C1=NC(=CC(=N1)N1N=CC(=N1)C1=C(C=C(N)C=C1)N1CCC2(CC2)CC1)C)F 4-(2-(2-(4,4-difluoropiperidin-1-yl)-6-methylpyrimidin-4-yl)-2H-1,2,3-triazol-4-yl)-3-(6-azaspiro[2.5]octan-6-yl)aniline